C(C)(C)(C)C1=C(C(=CC(=C1)SC(C)(C)SC1=CC(=C(C(=C1)C(C)(C)C)O)C(C)(C)C)C(C)(C)C)O 2,6-di-tert-butyl-4-((2-((3,5-di-tert-butyl-4-hydroxyphenyl)sulfanyl)propan-2-yl)sulfanyl)phenol